N,N-Dimethyldecylamin CN(C)CCCCCCCCCC